4-amino-7-(cyclopropylamino)-1-(4-(1-hydroxyethyl)phenyl)-2-oxo-1,2-dihydro-1,8-naphthyridine NC1=CC(N(C2=NC(=CC=C12)NC1CC1)C1=CC=C(C=C1)C(C)O)=O